NC1=C2C(=NC=N1)N(N=C2C#CC2=CC1=C(N(C(=N1)C(F)(F)F)C)C=C2)[C@H]2C[C@@H](N(C2)C(C=C)=O)COC 1-((2R,4S)-4-(4-amino-3-((1-methyl-2-(trifluoromethyl)-1H-benzo[d]imidazol-5-yl)ethynyl)-1H-pyrazolo[3,4-d]pyrimidin-1-yl)-2-(methoxymethyl)pyrrolidin-1-yl)prop-2-en-1-one